ClC=1C(=NC=C(C1Cl)[N+](=O)[O-])O 3,4-dichloro-5-nitropyridin-2-ol